FC(C/C=C/C(=O)O)(F)F (E)-5,5,5-trifluoropent-2-enoic acid